C(C)N(CCOC1=C(C2=CC=CC=C2C=C1)NC1=C(C=CC2=CC=CC=C12)OC)CC 2-(2-(diethylamino)ethoxy)-N-(2-methoxynaphthalen-1-yl)naphthalen-1-amine